4-chloro-N-(1-(4-chlorophenyl)-4-(4-methyl-4,5-dihydrooxazol-2-yl)-1H-pyrazol-5-yl)benzamide ClC1=CC=C(C(=O)NC2=C(C=NN2C2=CC=C(C=C2)Cl)C=2OCC(N2)C)C=C1